(3aR,5s,6aS)-2-((6,7-dihydro-4H-pyrazolo[5,1-c][1,4]oxazin-2-yl)methyl)-N-(6-(2,3,5-trifluorophenyl)pyridazin-3-yl)octahydrocyclopenta[c]pyrrol-5-amine N1=C(C=C2COCCN21)CN2C[C@@H]1[C@H](C2)CC(C1)NC=1N=NC(=CC1)C1=C(C(=CC(=C1)F)F)F